C12(CC3CC(CC(C1)C3)C2)CN2CCNCC2 1-(((3r,5r,7r)-adamantan-1-yl)methyl)piperazine